1,5-diamino-2-methylpentane NCC(CCCN)C